C(C1=CC=CC=C1)OC1=C(C(=C2C=CC(=CC2=C1)NC(CN1C(CN(CC1)C1=CC2=C(N(C(N2C)=O)C2C(NC(CC2)=O)=O)C=C1)=O)=O)F)N1S(NC(C1)=O)(=O)=O N-[7-benzyloxy-5-fluoro-6-(1,1,4-trioxo-1,2,5-thiadiazolidin-2-yl)-2-naphthyl]-2-[4-[1-(2,6-dioxo-3-piperidyl)-3-methyl-2-oxo-benzimidazol-5-yl]-2-oxo-piperazin-1-yl]acetamide